benzyl 4-(bromomethyl)-4-methoxy-piperidine-1-carboxylate BrCC1(CCN(CC1)C(=O)OCC1=CC=CC=C1)OC